6-Nitro-7-amino-[1,2,4]triazolo[1,5-a]pyrimidine [N+](=O)([O-])C=1C=NC=2N(C1N)N=CN2